1-(2-carboxyethyl)-4-(2-((phenylmethyl)sulfonamido)-4-(4-(4-((6-(trifluoromethyl)-pyridazin-3-yl)oxy)phenyl)piperidine-1-carbonyl)phenyl)piperazin-1-ium chloride [Cl-].C(=O)(O)CC[NH+]1CCN(CC1)C1=C(C=C(C=C1)C(=O)N1CCC(CC1)C1=CC=C(C=C1)OC=1N=NC(=CC1)C(F)(F)F)NS(=O)(=O)CC1=CC=CC=C1